O=S1(C2=C(CC1)C=CC=C2)=O 1,1-dioxido-2,3-dihydrobenzo[b]thiophen